C(C=1C(C(=O)[O-])=CC=CC1)(=O)OC1=C(C(=C(C(=C1)C)C)C)C tetramethylphenyl phthalate